tert-butyl (1-(6-chloropyridazin-3-yl)pyrrolidin-3-yl)(3,3-dimethylcyclobutyl)carbamate ClC1=CC=C(N=N1)N1CC(CC1)N(C(OC(C)(C)C)=O)C1CC(C1)(C)C